(5Z)-5-(1H-Indazol-5-ylmethylene)-3-methyl-2-[(4-methylthiazol-2-yl)methylamino]imidazol-4-one N1N=CC2=CC(=CC=C12)\C=C/1\C(N(C(=N1)NCC=1SC=C(N1)C)C)=O